N-((7-(5-(difluoromethyl)-1,3,4-oxadiazol-2-yl)imidazo[1,2-a]pyridin-2-yl)methyl)-N-(3-fluorophenyl)-1-(1-hydroxypropan-2-yl)piperidine-4-sulfonamide FC(C1=NN=C(O1)C1=CC=2N(C=C1)C=C(N2)CN(S(=O)(=O)C2CCN(CC2)C(CO)C)C2=CC(=CC=C2)F)F